4-(3-((1r,3r)-3-((4-nitrobenzoyl)oxy)cyclobutoxy)propyl)piperazine-1-carboxylic acid tert-butyl ester C(C)(C)(C)OC(=O)N1CCN(CC1)CCCOC1CC(C1)OC(C1=CC=C(C=C1)[N+](=O)[O-])=O